1-(4-(3,5-dimethyl-1H-1,2,4-triazol-1-yl)-5-fluoropyrimidin-2-yl)piperidine-4-carboxylic acid CC1=NN(C(=N1)C)C1=NC(=NC=C1F)N1CCC(CC1)C(=O)O